COC(=O)C=1N(C(=NC1Br)Br)CC(=O)[C@@H]1CN(C[C@H]1C)C(=O)OC(C)(C)C |r| racemic-trans-2,5-dibromo-3-[2-(1-tert-butoxycarbonyl-4-methyl-pyrrolidin-3-yl)-2-oxo-ethyl]-3H-imidazole-4-carboxylic acid methyl ester